COC=1C=C(C=C(C1)OC)N(C(=O)C=1N=C(SC1C)C#C)[C@H]1CN(CCC1)CC(F)(F)F (R)-N-(3,5-Dimethoxyphenyl)-2-ethynyl-5-methyl-N-(1-(2,2,2-trifluoroethyl)piperidin-3-yl)thiazole-4-carboxamide